ClC[C@@H]1CNCC1 (S)-3-(chloromethyl)pyrrolidine